C(CCCCCCC)SCC1(CC=C(C=C1C)CSCCCCCCCC)O 1,4-bis(octyl-thiomethyl)-6-methylphenol